N-(1-(3-methoxyphenyl)propan-2-yl)-2-methylpropan-2-sulfinamide COC=1C=C(C=CC1)CC(C)NS(=O)C(C)(C)C